Methyl (R)-2-(((benzyloxy)carbonyl)amino)-3-(7-(hydroxymethyl)thieno[3,2-b]pyridine-2-carboxamido)propanoate C(C1=CC=CC=C1)OC(=O)N[C@@H](C(=O)OC)CNC(=O)C1=CC2=NC=CC(=C2S1)CO